N-(4-{1-[(2-fluorophenyl)carbonyl]piperidin-4-yl}butyl)imidazo[1,2-a]pyridine-6-carboxamide FC1=C(C=CC=C1)C(=O)N1CCC(CC1)CCCCNC(=O)C=1C=CC=2N(C1)C=CN2